FC1=CC=C2CC[C@@H](C2=C1)NC(=NO)C1=NON=C1OCCNS(N)(=O)=O N-[(1S)-6-Fluoro-2,3-dihydro-1H-inden-1-yl]-N'-hydroxy-4-[2-(sulfamoylamino)ethoxy]-1,2,5-oxadiazol-3-carboximidamid